(R)-2-(6-amino-5-(4-(2-(3-(dimethylamino)prop-1-yn-1-yl)pyrimidin-4-yl)-5-methyl-1,4-diazepan-1-yl)pyridazin-3-yl)phenol NC1=C(C=C(N=N1)C1=C(C=CC=C1)O)N1CCN([C@@H](CC1)C)C1=NC(=NC=C1)C#CCN(C)C